BrC1=CC=C(C(=N1)N1CCC2(CC2)CC1)N 6-bromo-2-(6-azaspiro[2.5]oct-6-yl)pyridin-3-amine